1,4,9-Trioxadispiro[4.2.58.25]pentadecane O1CCOC12CCC1(OCCCC1)CC2